BrC=1CSC2=CC(=CC=C2C1C1=CC=C(C=C1)O[C@@H]1CN(CC1)CCCF)OC(C(C)(C)C)=O (S)-pivalic acid 3-bromo-4-(4-((1-(3-fluoropropyl) pyrrolidin-3-yl) oxy) phenyl)-2H-thiochromen-7-yl ester